(1S,2S,3S,6R)-4-(fluoromethyl)-6-((2-(indolin-6-yl)ethyl)amino)cyclohex-4-ene-1,2,3-triol FCC=1[C@@H]([C@@H]([C@H]([C@@H](C1)NCCC1=CC=C2CCNC2=C1)O)O)O